tert-butyl 4-[4-[[(2S)-3,3-dicyclopropyl-2-[[2-[(1-methylazetidin-3-yl)methyl]pyrazole-3-carbonyl]amino]propanoyl]amino]phenyl]-3,5-dimethyl-pyrazole-1-carboxylate C1(CC1)C([C@@H](C(=O)NC1=CC=C(C=C1)C=1C(=NN(C1C)C(=O)OC(C)(C)C)C)NC(=O)C=1N(N=CC1)CC1CN(C1)C)C1CC1